(S)-1-(5-(pyridin-4-ylthio)pyrazin-2-yl)-4'h,6'h-spiro[piperidin-4,5'-pyrrolo[1,2-b]pyrazol]-4'-amine N1=CC=C(C=C1)SC=1N=CC(=NC1)N1CCC2([C@@H](C=3N(N=CC3)C2)N)CC1